2-[(1Z)-1-{[4-(2-bromo-4-fluorophenoxy)phenyl]methylidene}-5-fluoro-2-methyl-1H-inden-3-yl]acetic acid BrC1=C(OC2=CC=C(C=C2)\C=C/2\C(=C(C3=CC(=CC=C23)F)CC(=O)O)C)C=CC(=C1)F